C1=CC=C2C=C(C=CC2=C1)NC3=CC=C(C=C3)NC4=CC5=CC=CC=C5C=C4 N,N'-di-2-naphthyl-p-phenylenediamine